NC1=NC=C(C=C1C1=NC=C(C=C1)C(N(C)C)=O)C1=C2C(=NC=C1)NC(=C2)C(=O)OC methyl 4-(2'-amino-5-(dimethylcarbamoyl)-[2,3'-bipyridyl]-5'-yl)-1H-pyrrolo[2,3-b]pyridine-2-carboxylate